5-(2,6-dichloro-4-(6-(difluoromethyl)-3,5-dioxo-4,5-dihydro-1,2,4-triazin-2(3H)-yl)phenoxy)-2-methoxybenzenesulfonyl chloride ClC1=C(OC=2C=CC(=C(C2)S(=O)(=O)Cl)OC)C(=CC(=C1)N1N=C(C(NC1=O)=O)C(F)F)Cl